C1(CC1)N(C(=O)C1=NC(=C(C=C1)N1CCN(CC1)CC=1C(=C2NC(C(=NC2=CC1)C(F)F)=O)F)F)C N-cyclopropyl-5-(4-((2-(difluoromethyl)-5-fluoro-3-oxo-3,4-dihydroquinoxalin-6-yl)methyl)piperazin-1-yl)-6-fluoro-N-methylpyridineamide